((2R,6S)-4-((3-(5-ethyl-4-oxo-7-propyl-4,5-dihydro-3H-pyrrolo[3,2-d]pyrimidin-2-yl)-4-propoxyphenyl)sulfonyl)-1-methylpiperazine-2,6-diyl)bis(ethane-2,1-diyl) dinitrate [N+](=O)(OCC[C@H]1N([C@H](CN(C1)S(=O)(=O)C1=CC(=C(C=C1)OCCC)C=1NC(C2=C(N1)C(=CN2CC)CCC)=O)CCO[N+](=O)[O-])C)[O-]